(R)-8-(6-((2,3-dichlorophenyl)thio)pyrido[2,3-b]pyrazin-2-yl)-8-azaspiro[4.5]decan-1-amine ClC1=C(C=CC=C1Cl)SC=1C=CC=2C(=NC=C(N2)N2CCC3(CCC[C@H]3N)CC2)N1